FC1=CC=C(C=C1)C=1NC2=CC=C(C=C2C1C)S(=O)(=O)NC1=CC=C(C(=O)O)C=C1 4-[2-(4-fluorophenyl)-3-methyl-1H-indole-5-sulfonamido]benzoic acid